FC=1C=C(C=CC1)C(C#CC1=CC=CC=C1)=O 1-(3-fluorophenyl)-3-phenylprop-2-yn-1-one